4-(1-((1s,3s)-3-(Methylamino)cyclobutyl)-1H-pyrazol-4-yl)-N-(1-(pyridin-2-ylsulfonyl)piperidin-4-yl)-5-(trifluoromethyl)pyrimidin-2-amine CNC1CC(C1)N1N=CC(=C1)C1=NC(=NC=C1C(F)(F)F)NC1CCN(CC1)S(=O)(=O)C1=NC=CC=C1